FC1(CC(C1)C=1C=CC(=NC1F)C(NC(=O)C1N(CC(C1)F)C(CC=1N=CC(N(C1)CC)=O)=O)C1=CC=CC=C1)F N-{[5-(3,3-difluorocyclobutyl)-6-fluoropyridin-2-yl](phenyl)methyl}-1-[2-(4-ethyl-5-oxo-4,5-dihydropyrazin-2-yl)acetyl]-4-fluoropyrrolidine-2-carboxamide